3-(furan-2-yl)-1-phenyl-1-propanone O1C(=CC=C1)CCC(=O)C1=CC=CC=C1